(S)-(4,5-dihydro-7H-thieno[2,3-c]pyran-7-yl)-N-methyl-methylammonium benzenesulfonate C1(=CC=CC=C1)S(=O)(=O)[O-].S1C=CC2=C1[C@H](OCC2)[NH+](C)C